C(C)[C@H]1COCCN1C1=NC(=CC(=C1)C1(CCN(CC1)C(=O)OC(C)(C)C)S(=O)(=O)C)C1=CC=C2C(=N1)C=C(N2)CO tert-butyl (S)-4-(2-(3-ethylmorpholino)-6-(2-(hydroxymethyl)-1H-pyrrolo[3,2-b]pyridin-5-yl)pyridin-4-yl)-4-(methylsulfonyl)piperidine-1-carboxylate